5-bromo-2-[(6-methylpyridin-3-yl)carbamoyl]benzoic acid BrC=1C=CC(=C(C(=O)O)C1)C(NC=1C=NC(=CC1)C)=O